3-[4-[1-[3-(4-Amino-1-piperidyl)propyl]-4-piperidyl]-3-methyl-2-oxo-benzimidazol-1-yl]piperidine-2,6-dione NC1CCN(CC1)CCCN1CCC(CC1)C1=CC=CC=2N(C(N(C21)C)=O)C2C(NC(CC2)=O)=O